tert-butyl (2,2-dimethyl-4-oxo-3-oxa-5,9,14-triazaheptadecan-17-yl)carbamate CC(C)(OC(NCCCNCCCCNCCCNC(OC(C)(C)C)=O)=O)C